2-(2-(cyclopropanesulfonylamino)thiazol-4-yl)-2-methyl-N-(4-(pyridazin-3-yl)phenyl)propanamide C1(CC1)S(=O)(=O)NC=1SC=C(N1)C(C(=O)NC1=CC=C(C=C1)C=1N=NC=CC1)(C)C